N2-(1H-indazol-5-yl)-4-methylpyridine-2,3-diamine N1N=CC2=CC(=CC=C12)NC1=NC=CC(=C1N)C